2-(4-bromo-1H-pyrrolo[2,3-b]pyridin-1-yl)acetonitrile BrC1=C2C(=NC=C1)N(C=C2)CC#N